2-[2-(2-chloro-3-methyl-4-pyridyl)ethynyl]-1-methyl-5-(3-pyridyl)imidazole-4-carboxamide formate salt C(=O)O.ClC1=NC=CC(=C1C)C#CC=1N(C(=C(N1)C(=O)N)C=1C=NC=CC1)C